1-(3-fluoro-4-nitrophenyl)piperidin-4-one FC=1C=C(C=CC1[N+](=O)[O-])N1CCC(CC1)=O